4-ethyl-5-(4,4,5,5-tetramethyl-1,3,2-dioxaborolan-2-yl)naphthalen-2-ol C(C)C1=CC(=CC2=CC=CC(=C12)B1OC(C(O1)(C)C)(C)C)O